C(C)(C)(C)C1N2C(C3=CC(=C(C=C3C1)C1=CN=C(S1)C(C)OC)OC)=CC(C(=C2)C(=O)OCC)=O ethyl 6-tert-butyl-10-methoxy-9-[2-(1-methoxyethyl) thiazol-5-yl]-2-oxo-6,7-dihydro-2H-pyrido[2,1-a]isoquinoline-3-carboxylate